CC/1(N(CC\C1=C/C#CC1=NC(=CC=C1)NC)C(=O)OC(C)(C)C)C tert-butyl (3E)-2,2-dimethyl-3-{3-[6-(methylamino)pyridin-2-yl]prop-2-yn-1-ylidene}pyrrolidine-1-carboxylate